C(C(=C)C)(=O)OCC(O)CO glyceryl methacrylate